N-(4-Biphenylacetyl)-S-methyl-cysteine C1(=CC=C(C=C1)CC(=O)N[C@@H](CSC)C(=O)O)C1=CC=CC=C1